COC=1C=C(CN(C=2C=C(OCCOC=3C=C(N(C)C)C=CC3)C=CC2)CC2=CC(=CC=C2)OC)C=CC1 3-(2-(3-(bis(3-methoxybenzyl)amino)phenoxy)ethoxy)-N,N-dimethylaniline